[N+](=O)([O-])C1=C(N)C=C(C=C1)S(=O)(=O)C1=CC=CC=C1 2-Nitro-5-(phenylsulfonyl)aniline